methyl 9-(1-((2-carbamoylphenyl)amino)ethyl)-2-(4,4-dimethylpiperidin-1-yl)-4-oxo-4H-pyrido[1,2-a]pyrimidine-7-carboxylate C(N)(=O)C1=C(C=CC=C1)NC(C)C1=CC(=CN2C1=NC(=CC2=O)N2CCC(CC2)(C)C)C(=O)OC